CC1(C2CN(C(C12)C(=O)N)C(C(CCC(F)(F)F)NC(C(F)(F)F)=O)=O)C 6,6-dimethyl-3-[5,5,5-trifluoro-2-(2,2,2-trifluoroacetylamino)pentanoyl]-3-azabicyclo[3.1.0]Hexane-2-carboxamide